C\C=C(/CCC=C(C)C)\C deoxynerol